O(C1=CC=CC=C1)C=1C=C(C=CC1)C1=CC=C(C=C1)C=1N=NNC1C(=O)O 4-(3'-phenoxy-[1,1'-biphenyl]-4-yl)-1H-1,2,3-triazole-5-carboxylic acid